BrC1=CC=2N=C3C(=NC2C=C1)C1=CC=CC=C1C3 8-bromo-11H-indeno[1,2-b]quinoxaline